2-(2-Methoxybenzyl)-3-oxobutanoic acid ethyl ester C(C)OC(C(C(C)=O)CC1=C(C=CC=C1)OC)=O